ClC(C(C(C)=O)=O)CC 4-chlorohexanedione